C(C)(=O)N(C(C)=O)C1=C(C=C(C=C1[N+](=O)[O-])Br)C(F)(F)F 2-(N,N-diacetyl)amino-3-nitro-5-bromobenzotrifluoride